C1(CCC12OCCC2)N2N=CC(=C2)C=2C(=C(C=CC2)NC2=CC(=NC=C2C(=O)N)NC(=O)C2CC2)OC 4-((3-(1-(5-oxaspiro[3.4]octan-1-yl)-1H-pyrazol-4-yl)-2-methoxyphenyl)amino)-6-(cyclopropanecarboxamido)nicotinamide